N=1CC(NCC1)=O pyrazin-3(5H)-one